acryloyl-2-oxazolidinone C(C=C)(=O)N1C(OCC1)=O